4,5,6,7-tetrahydrobenzothiophene-3-carboxylic acid S1C=C(C2=C1CCCC2)C(=O)O